4-methyl-5,6,7,8-tetrahydroquinoline-3-carbonitrile CC1=C(C=NC=2CCCCC12)C#N